CN(C)C1=CC=C(C=C1)/C=C/C(=O)O 4-(N,N-dimethylamino)cinnamic acid